O=C1C2(CCC(C(N1)=O)C2)N2C(C1=CC=CC(=C1C2=O)F)=O 2-(2,4-Dioxo-3-azabicyclo[3.2.1]octan-1-yl)-4-fluoroisoindoline-1,3-dione